2-bromo-1-(2,4-difluorophenyl)ethanone Methyl-2,4-difluoro-5-nitrobenzoate COC(C1=C(C=C(C(=C1)[N+](=O)[O-])F)F)=O.BrCC(=O)C1=C(C=C(C=C1)F)F